dodecyldi(2-hydroxyethyl)phosphine oxide C(CCCCCCCCCCC)P(CCO)(CCO)=O